3-bromo-5-methyl-2-((((CIS)-4-phenylcyclohexyl)oxy)methyl)pyridine BrC=1C(=NC=C(C1)C)CO[C@@H]1CC[C@@H](CC1)C1=CC=CC=C1